(3S)-tert-butyl 6-(2-((1,3-dimethylpiperidin-4-yl)methyl)benzo[d]thiazol-5-yl)-3-methyl-3,4-dihydropyridine-1(2H)-carboxylate CN1CC(C(CC1)CC=1SC2=C(N1)C=C(C=C2)C2=CC[C@@H](CN2C(=O)OC(C)(C)C)C)C